C(CCCC)C1=CC=C(C=C)C=C1 para-pentylstyrene